FC(C(=O)O)(F)F.NC=1N=CC(=NC1N1N=CN=C1)C=1C=C(C=CC1C)S(=O)(=O)NC12CC(C1)(C2)C(=O)NC 3-(3-(5-Amino-6-(1H-1,2,4-triazol-1-yl)pyrazin-2-yl)-4-methylphenylsulfonamido)-N-methylbicyclo[1.1.1]pentane-1-carboxamide trifluoroacetate Salt